4-({5-[(4-chlorophenyl)sulfanyl]-4-methylpyridin-3-yl}methyl)-3-fluoropyridin-2-amine ClC1=CC=C(C=C1)SC=1C(=C(C=NC1)CC1=C(C(=NC=C1)N)F)C